N-[3-[2-(difluoromethoxy)-5-(1,2,3,4-tetrahydroisoquinolin-7-yloxy)phenyl]-1-methyl-pyrazol-4-yl]pyrazolo[1,5-a]pyrimidine-3-carboxamide FC(OC1=C(C=C(C=C1)OC1=CC=C2CCNCC2=C1)C1=NN(C=C1NC(=O)C=1C=NN2C1N=CC=C2)C)F